Cl.ClC=1C=CC=C2C(=CC=NC12)NC1CCNCC1 8-chloro-N-(piperidin-4-yl)quinolin-4-amine hydrochloride